ethyl thioxanthate S(C(=S)[S-])CC